ClC1=CC(=C(N=N1)C(=O)OC)NC=1C=NC(=CC1)SC Methyl 6-chloro-4-((6-(methylthio)pyridin-3-yl)amino)pyridazine-3-carboxylate